7-(1-bromoethyl)-3-ethylquinoxalin-2(1H)-one BrC(C)C1=CC=C2N=C(C(NC2=C1)=O)CC